ClC1=C(C=C(C=C1)C(C(=O)O)C)CCN[C@@H]([C@H]1CNC2=C(N1)N=CC=C2)C2=CC=CC=C2 2-(4-chloro-3-(2-(((R)-phenyl((R)-1,2,3,4-tetrahydropyrido[2,3-b]pyrazin-3-yl)methyl)amino)ethyl)phenyl)propanoic acid